C(C)(=O)ON=C(C)C=1C=CC=2N(C3=CC=C(C=C3C2C1)C(C1=C(C=C(C=C1)SC1=NC(=CC(=N1)C)C)C)=O)C1=CC=C(C=C1)C(CCCCCCC)=O 1-[4-[3-[1-[(acetoxy)imino]ethyl]-6-[4-[(4,6-dimethyl-2-pyrimidinyl)thio]-2-methylbenzoyl]-9H-carbazol-9-yl]phenyl]-1-octanone